fluorobutyramide FC(C(=O)N)CC